C1(=CC=CC=C1)N(S(=O)(=O)C1=CC=CC=C1)SC(Cl)(Cl)Cl N-phenyl-N-[(trichloro-methyl)thio]benzenesulphonamide